C1CCN2C3=C(C=C(C=C13)/N=N/C=1SC3=C(N1)C=CC(=C3)C(=O)O)CCC2 2-[(E)-2,3,6,7-Tetrahydro-1H,5H-pyrido[3,2,1-ij]quinolin-9-yldiazenyl]-1,3-benzothiazole-6-carboxylic acid